C(C)(C)C1=C(NC2=CC=C(C=C12)C1CCNCC1)C=1C=C(C=2N(C1)C=NN2)C 6-(3-isopropyl-5-(piperidin-4-yl)-1H-indol-2-yl)-8-methyl-[1,2,4]triazolo[4,3-a]pyridine